1,3-dicyano-2,3-dimethylbutene C(#N)C=C(C(C)(C)C#N)C